C(CCCCCCCCCCC)(=O)OCC1CO1 glycidyl normal dodecanoate